tert-butyl (2R,5S)-4-[(5R)-7-(4-cyano-2-pyridinyl)-5-(hydroxymethyl)-5-methyl-6H-pyrrolo[2,3-d]pyrimidin-4-yl]-2,5-dimethylpiperazine-1-carboxylate C(#N)C1=CC(=NC=C1)N1C[C@](C2=C1N=CN=C2N2C[C@H](N(C[C@@H]2C)C(=O)OC(C)(C)C)C)(C)CO